lithium bromide [Br-].[Li+]